5-cyano-N-[2-(4,4-dimethylcyclohexen-1-yl)-6-[1,6-dimethyl-3,9-dioxatricyclo[4.2.1.02,4]non-7-en-4-yl]-3-pyridyl]-1H-imidazole-2-carboxamide C(#N)C1=CN=C(N1)C(=O)NC=1C(=NC(=CC1)C12OC1C1(C=CC(C2)(O1)C)C)C1=CCC(CC1)(C)C